C[C@@]12CC(C[C@H]1[C@@H]1CCC3=CC(CC[C@]3(C)[C@H]1C(C2)=O)=O)=O Androst-4-ene-3,11,16-trione